6-cyano-2-(1H-imidazol-1-yl)-N-((1r,4r)-4-methoxyCyclohexyl)pyrimidine-4-carboxamide tert-butyl-(2S)-2-([[4-(aminomethyl)pyridin-3-yl]oxy]methyl)piperidine-1-carboxylate C(C)(C)(C)OC(=O)N1[C@@H](CCCC1)COC=1C=NC=CC1CN.C(#N)C1=CC(=NC(=N1)N1C=NC=C1)C(=O)NC1CCC(CC1)OC